Cl.Cl.Cl.N[C@H](C(=O)O)CC1=CC=C(C=C1)OCCCCN1CCC(CC1)=C1C2=C(CCC=3C1=NC=CC3)C=C(C=C2)Cl (S)-2-amino-3-(4-(4-(4-(8-chloro-5,6-dihydro-11H-benzo-[5,6]cyclohepta[1,2-b]pyridin-11-ylidene)-piperidin-1-yl)butoxy)-phenyl)propionic acid trihydrochloride